O=C1NC(CCC1C1=NN(C2=C(C=CC=C12)OCC(=O)NC1C(CC2=CC=CC=C12)O)C)=O 2-((3-(2,6-Dioxopiperidin-3-yl)-1-methyl-1H-indazol-7-yl)oxy)-N-(2-hydroxy-2,3-dihydro-1H-inden-1-yl)acetamide